N-(7-chloro-6-(3-fluoro-1-(oxetan-3-yl)piperidin-4-yl)isoquinolin-3-yl)cyclopropanecarboxamide ClC1=C(C=C2C=C(N=CC2=C1)NC(=O)C1CC1)C1C(CN(CC1)C1COC1)F